FC(C1=NN(C=C1NC(=O)C=1C=NN2C1N=C(C=C2)N2C[C@H](O[C@H](C2)C)C)C2CCC(CC2)C=O)F N-[(1S)-3-(difluoromethyl)-1-(4-formylcyclohexyl)pyrazol-4-yl]-5-[(2R,6S)-2,6-dimethylmorpholin-4-yl]pyrazolo[1,5-a]pyrimidine-3-carboxamide